3-[(2-amino-3-fluoro-4-pyridyl)methyl]-4-methyl-7-(1,3,4-thiadiazol-2-yloxy)chromen-2-one NC1=NC=CC(=C1F)CC=1C(OC2=CC(=CC=C2C1C)OC=1SC=NN1)=O